CC1=C(C=NC=2OCCN(C21)C(=O)OC(C)(C)C)N2CC=1N=C(N=CC1CC2)NC2=CC(=CC=C2)CN2CCN(CC2)C tert-butyl 8-methyl-7-[2-({3-[(4-methylpiperazin-1-yl)methyl] phenyl} amino)-5H,6H,7H,8H-pyrido[3,4-d]pyrimidin-7-yl]-1H,2H,3H-pyrido[2,3-b][1,4]oxazine-1-carboxylate